BrC1=CC=C(C=C1)C1=CC=NC2=C3N=CC=C(C3=CC=C12)C1=CC=CC=C1 4-(4-bromophenyl)-7-phenyl-1,10-phenanthroline